(3-((2-((5-amino-2,4-dimethoxyphenyl)amino)-5-methoxypyrimidin-4-yl)amino)-4-methoxyphenyl)-2,2,2-trifluoroacetamide NC=1C(=CC(=C(C1)NC1=NC=C(C(=N1)NC=1C=C(C=CC1OC)NC(C(F)(F)F)=O)OC)OC)OC